O1C(=NC2=C1C=CC=C2)C2=CC=C(C=C2)C=2OC1=C(N2)C=CC=C1 2-[4-(1,3-benzoxazol-2-yl)phenyl]-1,3-benzoxazole